2-tert-Butyl-5-bromo-pyrimidine C(C)(C)(C)C1=NC=C(C=N1)Br